CC1(N(C(=NC(=N1)N)CCCC)C)N dimethyl-6-(1-butyl)-2,4-diamino-1,3,5-triazine